COC1=CC=C(CN(S(=O)(=O)C=2C3=CN(N=C3C=C(C2)NC(CC2=C(C=CC=C2)Cl)=O)CC2CCCCC2)CC2=CC=C(C=C2)OC)C=C1 N-(4-(N,N-bis(4-methoxybenzyl)sulfamoyl)-2-(cyclohexylmethyl)-2H-indazol-6-yl)-2-(2-chlorophenyl)acetamide